BrC1=CC(=NC2=C1N=C(N(C2=O)C)Cl)Cl 8-bromo-2,6-dichloro-3-methylpyrido[3,2-d]pyrimidin-4(3H)-one